1-methyl-1'-{2-[(3-methyl-4-oxo-3,4-dihydroquinazolin-6-yl)oxy]ethyl}-1,2-dihydrospiro[indole-3,4'-piperidin]-2-one CN1C(C2(CCN(CC2)CCOC=2C=C3C(N(C=NC3=CC2)C)=O)C2=CC=CC=C12)=O